OCCOC(C(S)SSC(C(=O)[O-])S)=O hydroxyethyldithiobis(2-mercaptoacetate)